7-(difluoromethyl)-4-(dimethylamino)-1-phenylquinazolin-2(1H)-one FC(C1=CC=C2C(=NC(N(C2=C1)C1=CC=CC=C1)=O)N(C)C)F